FC1=CC=C(C=C1)C=CC(=O)C1=C(C=C(C=C1)OC)O 3-(4-fluorophenyl)-1-(2-hydroxy-4-methoxyphenyl)-2-propen-1-one